2-((1s,2s)-2-aminocyclohexyl)-5-chloro-3-(fluoromethyl)-N-(thiophen-2-ylmethyl)thieno[3,2-b]pyridin-7-amine formate C(=O)O.N[C@@H]1[C@H](CCCC1)C1=C(C2=NC(=CC(=C2S1)NCC=1SC=CC1)Cl)CF